(S)-(6,6'-dimethoxybiphenyl-2,2'-diyl)bis(di-2-furyl-phosphine) COC1=CC=CC(=C1C1=C(C=CC=C1OC)P(C=1OC=CC1)C=1OC=CC1)P(C=1OC=CC1)C=1OC=CC1